C(C)C1=NC2=CC(=C(C=C2C(N1C1=CC=C(C=C1)C)=O)/C=C/C(=O)OCC)F (E)-ethyl 3-(2-ethyl-7-fluoro-4-oxo-3-(p-tolyl)-3,4-dihydroquinazolin-6-yl)acrylate